isoindoline-1,3-dione potassium [K].C1(NC(C2=CC=CC=C12)=O)=O